CN1C=CC2=CC=CC(=C12)B(O)O (1-Methylindol-7-yl)boronic Acid